C(C)[C@@H]1[C@H](C1)C(=O)NC1=CC(=C(C=C1)C)C1=NC=CC=C1 (1S,2S)-2-ethyl-N-(4-methyl-3-(pyridin-2-yl)phenyl)cyclopropanecarboxamide